FC1(CC=2C=C3C(=NC2CC1)SC(=N3)C(=O)O)C(C)C 7-fluoro-7-isopropyl-5,6,7,8-tetrahydrothiazolo[5,4-b]quinoline-2-carboxylic acid